6-((Cyclopropylmethyl)amino)-4-phenyl-2,7-naphthyridin-1(2H)-one C1(CC1)CNC=1C=C2C(=CNC(C2=CN1)=O)C1=CC=CC=C1